(2R)-2-[4,5-dichloro-2-(1,1-difluoroethyl)phenoxy]-3-fluoropropionic acid ClC1=CC(=C(O[C@H](C(=O)O)CF)C=C1Cl)C(C)(F)F